4-bromo-2-chloro-5-fluoropyrimidine BrC1=NC(=NC=C1F)Cl